2-[(dihydrazinylmeth-ylidene)amino]-3-phenylpropanoic acid N(N)C(NN)=NC(C(=O)O)CC1=CC=CC=C1